N-(2-(5-fluoro-1H-pyrrolo[2,3-b]pyridin-3-yl)ethyl)-N-methylcyclopropanamine FC=1C=C2C(=NC1)NC=C2CCN(C2CC2)C